FC1=CC=C(C=C1)C1=CC(=CN=N1)C(=O)C1=CC=C(C=C1)C (6-(4-Fluorophenyl)pyridazin-4-yl)(p-tolyl)methanone